C1(CC1)CN(N=O)C=1C(=NN(C(C1C1=CC=C(C=C1)OC(F)F)=O)C1=CC2=CN(N=C2C=C1)C)C=O N-(cyclopropylmethyl)-N-(5-(4-(difluoromethoxy)phenyl)-3-formyl-1-(2-methyl-2H-indazol-5-yl)-6-oxo-1,6-dihydropyridazin-4-yl)nitrous amide